methyl ((6-(pivaloyloxy) naphthalen-2-yl) methyl) oxalate C(C(=O)OCC1=CC2=CC=C(C=C2C=C1)OC(C(C)(C)C)=O)(=O)OC